Z-1,1,1,4,4,4-Hexafluoro-2-butyn FC(C#CC(F)(F)F)(F)F